5-hydroxy-2'-deoxycytidine OC=1C(=NC(N([C@H]2C[C@H](O)[C@@H](CO)O2)C1)=O)N